C(C)(C)(C)OC(=O)N1C[C@@H](CC1)NC1=C(C=C(C=C1)C=1C(=NOC1C)C)N (R)-3-((2-amino-4-(3,5-dimethylisoxazol-4-yl)phenyl)amino)pyrrolidine-1-carboxylic acid tert-butyl ester